2,6-difluoro-N-[1-({2-[(trifluoromethyl)oxy]phenyl}methyl)-1H-pyrazol-3-yl]benzamide FC1=C(C(=O)NC2=NN(C=C2)CC2=C(C=CC=C2)OC(F)(F)F)C(=CC=C1)F